CN1N=C(C(=C1I)I)I 1-methyl-3,4,5-triiodopyrazole